[Si](C)(C)(C(C)(C)C)NS(=O)(=O)C1=NN(C=C1)CCO[Si](C)(C)C(C)(C)C N-(tert-Butyldimethylsilyl)-1-(2-((tert-Butyldimethylsilyl)oxy)ethyl)-1H-pyrazole-3-sulfonamide